FC1=CC=C(C(=O)N2C[C@]([C@H](C2)CCCB2OC(C(O2)(C)C)(C)C)(C(=O)OC)NC(C(F)(F)F)=O)C=C1 Methyl (3R,4S)-1-(4-fluorobenzoyl)-4-[3-(4,4,5,5-tetramethyl-1,3,2-dioxaborolan-2-yl)propyl]-3-[(trifluoroacetyl)amino]pyrrolidine-3-carboxylate